C[C@@H]1C2=C(C=NC=C2)C(=O)OC[C@]3([C@@H]4[C@H]([C@H]([C@@]5([C@H]([C@H]([C@@H]([C@]([C@]5([C@@H]4OC(=O)C)O3)(C)O)OC(=O)[C@]1(C)O)OC(=O)C)OC(=O)C)COC(=O)C)OC(=O)C)OC(=O)C)C The molecule is a sesquiterpene alkaloid that is isolated from Tripterygium wilfordii and Tripterygium hypoglaucum. It has a role as a plant metabolite. It is an acetate ester, a dihydroagarofuran sesquiterpenoid, a macrolide, a pyridine alkaloid and a sesquiterpene alkaloid.